C(C)(C)(C)OC(=O)N[C@@H](C(C)C)C(=O)OC=1C=CC2=C(C1)OC(C=1C2N2N(CC1)C(N(C2=O)C2=CC=C(C=C2)C(C)=O)=O)(C)C 2-(4-acetylphenyl)-7,7-dimethyl-1,3-dioxo-2,3,5,12b-tetrahydro-1H,7H-chromeno[4,3-c][1,2,4]triazolo[1,2-a]pyridazin-10-yl (tert-butoxycarbonyl)-L-valinate